[Ba].[Sr].[V] vanadium strontium barium